Cl.CC1=C(C=CC(=C1)C)S(=O)(=O)C=1N=NN2C1NC(C1=CC=C(C=C21)N2CCNCC2)=O 3-(2,4-dimethylphenyl)sulfonyl-8-piperazin-1-yl-4H-triazolo[1,5-a]quinazolin-5-one hydrochloride